3-[(2R,4R)-2-cyclopropyl-4-(4-methyl-4H-1,2,4-triazol-3-yl)piperidin-1-yl]-6'-fluoro-6-(trifluoromethyl)-[2,3'-bipyridine]-4-carbonitrile C1(CC1)[C@@H]1N(CC[C@H](C1)C1=NN=CN1C)C=1C(=NC(=CC1C#N)C(F)(F)F)C=1C=NC(=CC1)F